[N+](=O)([O-])C=1C=C(C(=CC1C#CC1=CC=CC=C1)C)C 4-nitro-5-(phenylethynyl)-1,2-xylene